C(C)(C)(C)OC(=O)N1[C@@H](C[C@@](C1)(COS(=O)(=O)C)F)C(=O)OCC1=CC=CC=C1 (2s,4r)-4-fluoro-4-(((methylsulfonyl)oxy)methyl)pyrrolidine-1,2-dicarboxylic acid 2-benzyl ester 1-(tert-butyl) ester